C(C)(=O)O[C@H]1[C@H](O[C@H]([C@@H]([C@H]1OC(C)=O)NC(C)=O)OCCOCCN=[N+]=[N-])COC(C)=O (2R,3R,4R,5R,6R)-5-acetamido-2-(acetoxymethyl)-6-[2-(2-azidoethoxy)ethoxy]tetrahydro-2H-pyran-3,4-diyl diacetate